2-chloro-N1-(2-fluoro-3-methylphenyl)-5-methylbenzene-1,3-diamine ClC1=C(C=C(C=C1N)C)NC1=C(C(=CC=C1)C)F